C1(CC1)COC(=O)N1C[C@H](CC1)OC1=CC(=C2C(=N1)C(=CS2)C(NC)=O)C(F)(F)F (S)-3-((3-(methylcarbamoyl)-7-(trifluoromethyl)thieno[3,2-b]pyridin-5-yl)oxy)pyrrolidine-1-carboxylic acid cyclopropylmethyl ester